NC=1C(=NC(=C(N1)C(=O)NCC(CO)O)N)C(=O)NCC(CO)O 3,6-diamino-N2,N5-bis(2,3-dihydroxypropyl)pyrazine-2,5-dicarboxamide